4-(4-((1R,5S)-3,8-diazabicyclo[3.2.1]octan-3-yl)-8-fluoro-2-(2-hydroxy-2-methylpropoxy)quinazolin-7-yl)-5-ethyl-6-fluoronaphthalen-2-ol [C@H]12CN(C[C@H](CC1)N2)C2=NC(=NC1=C(C(=CC=C21)C2=CC(=CC1=CC=C(C(=C21)CC)F)O)F)OCC(C)(C)O